ClC1=CC=C(C(=N1)C(=O)OC)N[C@H](C)C1=NC(=CC2=C1N=C(N(C2=O)C)C2=CC=CC=C2)C methyl (R)-6-chloro-3-((1-(3,6-dimethyl-4-oxo-2-phenyl-3,4-dihydropyrido[3,4-d]pyrimidin-8-yl)ethyl)amino)picolinate